C1(CC1)[C@H](CNC(=O)C1=C(N=C(S1)C(=O)NCC)C)C(N[C@H]1C2=C(CN3N(C1=O)CCC3)C=CC=C2)=O N5-((R)-2-Cyclopropyl-3-oxo-3-(((S)-11-oxo-2,3,10,11-tetrahydro-1H,5H-benzo[d]pyrazolo[1,2-a][1,2]diazepin-10-yl)amino)propyl)-N2-ethyl-4-methylthiazole-2,5-dicarboxamide